C1(CC1)C1=C(C(=C(N=N1)OC1=C(C=C(C=C1)F)C)C(=O)NC1=CC(=CC=C1)SC)C 6-cyclopropyl-3-(4-fluoro-2-methyl-phenoxy)-5-methyl-N-(3-methylsulfanylphenyl)pyridazine-4-carboxamide